1,4,5,6-tetrahydro-6-oxopyridazine-3-carboxylic acid O=C1CCC(=NN1)C(=O)O